N-[(1S)-1-[6-(4-ethylpiperazin-1-yl)pyridin-2-yl]-2-hydroxyethyl]propionamide C(C)N1CCN(CC1)C1=CC=CC(=N1)[C@@H](CO)NC(CC)=O